C(C)(C)(C)NS(=O)(=O)C1=CC(=CC=C1)NC1=NC(=NC=C1C)NC1=CC=C(C=C1)N1CCC(CC1)N1CCN(CC1)CC=1C=C2C(N(C(C2=CC1)=O)C1C(NC(CC1)=O)=O)=O N-(tert-butyl)-3-((2-((4-(4-(4-((2-(2,6-dioxopiperidin-3-yl)-1,3-dioxoisoindolin-5-yl)methyl)piperazin-1-yl)piperidin-1-yl)phenyl)amino)-5-methylpyrimidin-4-yl)amino)benzenesulfonamide